2-(2-amino-ethoxy)-ethyl-Oxygen NCCOCC[O]